BrC1=C(C=C(C=C1)Cl)C(CO[Si](C)(C)C(C)(C)C)F [2-(2-bromo-5-chloro-phenyl)-2-fluoro-ethoxy]-tert-butyl-dimethyl-silane